2-bromo-12-((tert-butyldimethylsilyl)oxy)-2,6,10-trimethyldodeca-6,10-dien-3-ol BrC(C)(C(CCC(=CCCC(=CCO[Si](C)(C)C(C)(C)C)C)C)O)C